3,5-difluoro-N-hydroxy-iminobenzoyl chloride FC=1C(C(C(=O)Cl)C=C(C1)F)=NO